2-(3-fluoro-4-methoxypyridin-2-yl)acetamide formate C(=O)O.FC=1C(=NC=CC1OC)CC(=O)N